Cl.O=C1NC(CCC1N(C1=CC=C(C=C1)C1CCN(CC1)CC(=O)O)C)=O 2-[4-[4-[(2,6-dioxo-3-piperidyl)-methyl-amino]phenyl]-1-piperidyl]acetic acid hydrochloride